N(=[N+]=[N-])CC1CCN(CC1)CC1=CC(=C(OC=2C=C(C=CC2)C(C)=O)C=C1)C(C)C 1-(3-(4-((4-(azidomethyl)piperidin-1-yl)methyl)-2-isopropylphenoxy)phenyl)ethan-1-one